1-(4-(hydrazinocarbonyl)phenyl)-3-(3'-methoxy-[1,1'-biphenyl]-4-yl)urea N(N)C(=O)C1=CC=C(C=C1)NC(=O)NC1=CC=C(C=C1)C1=CC(=CC=C1)OC